p-N,N-dimethylaminophenyl-diazonium tetrafluoroborate F[B-](F)(F)F.CN(C)C1=CC=C(C=C1)[N+]#N